dibenzo[b,d]furan-1-thiol C1(=CC=CC=2OC3=C(C21)C=CC=C3)S